2-methylhept-2-yl acetate C(C)(=O)OC(C)(CCCCC)C